(6-phenylquinolin-8-yl)pyridine-2-sulfonamide C1(=CC=CC=C1)C=1C=C2C=CC=NC2=C(C1)C=1C(=NC=CC1)S(=O)(=O)N